N-α-Chloroacetyl-4-chloro-L-phenylalanine ClCC(=O)N[C@@H](CC1=CC=C(C=C1)Cl)C(=O)O